Cl.CC1=C(C=CC=C1)C=1SC=C(N1)COCCCCCCN1C[C@@H]([C@H]([C@@H]([C@H](C1)O)O)O)O (3S,4R,5R,6S)-1-(6-{[2-(2-methylphenyl)-1,3-thiazol-4-yl]methoxy}hexyl)-3,4,5,6-azepanetetrol hydrochloride